3-((2,3-dichloro-4-((5-cyclopropyl-3-(2,6-dichlorophenyl)isoxazol-4-yl)methoxy)phenyl)ethynyl)benzoic acid ClC1=C(C=CC(=C1Cl)OCC=1C(=NOC1C1CC1)C1=C(C=CC=C1Cl)Cl)C#CC=1C=C(C(=O)O)C=CC1